4-[6-(4-Isopropoxyphenyl)pyrazolo[1,5-a]pyrimidin-3-yl]quinoline C(C)(C)OC1=CC=C(C=C1)C=1C=NC=2N(C1)N=CC2C2=CC=NC1=CC=CC=C21